2-[[2-[(7-chloro-1-hydroxy-3H-2,1-benzoxaborol-5-yl)amino]-5-fluoro-pyrimidin-4-yl]amino]cyclohexanecarbonitrile ClC1=CC(=CC=2COB(C21)O)NC2=NC=C(C(=N2)NC2C(CCCC2)C#N)F